ClCC=1C=C(C=CC1)CC#N 2-(3-(chloromethyl)phenyl)acetonitrile